N1N=C(C2=CC=CC=C12)N1CCN(CC1)C=1C=CC2=C(N=C(O2)N2CCOCC2)C1 5-(4-(1H-indazol-3-yl)piperazin-1-yl)-2-morpholinobenzo[d]oxazole